1-PENTEN C=CCCC